FC1=CC=C(C=C1)NC(=O)C1(CC2(CC2)C1)C1=NC=2CCCN(C2C=C1)C1=NC(=NC=C1)C(F)(F)F N-(4-fluorophenyl)-5-(5-(2-(trifluoromethyl)pyrimidin-4-yl)-5,6,7,8-tetrahydro-1,5-naphthyridin-2-yl)spiro[2.3]hexane-5-carboxamide